4,4'-difluoro-1,1'-biphenyl FC1=CC=C(C=C1)C1=CC=C(C=C1)F